FC1=CC=C(C=C1)C=1N=C(C=2N(C1C=1C=C3C=NC=NC3=CC1)N=NN2)N 6-(4-fluorophenyl)-5-(quinazolin-6-yl)tetrazolo[1,5-a]pyrazin-8-amine